1-(8Z,11Z,14Z-eicosatrienoyl)-2-(11Z,14Z-eicosadienoyl)-glycero-3-phosphoserine CCCCC/C=C\C/C=C\CCCCCCCCCC(=O)O[C@H](COC(=O)CCCCCC/C=C\C/C=C\C/C=C\CCCCC)COP(=O)(O)OC[C@@H](C(=O)O)N